C(C)C=1NC=C(N1)C 2-ethyl-4-methyl-Imidazole